(S)-4-(2-acetyl-6-(4-chlorobenzyl)-7,10-dioxo-2,6,9-triazaspiro[4.5]decan-9-yl)-3-fluorobenzonitrile C(C)(=O)N1C[C@]2(CC1)N(C(CN(C2=O)C2=C(C=C(C#N)C=C2)F)=O)CC2=CC=C(C=C2)Cl